C(C)OC1=NC=C2C(=N1)N(N=C2)C 6-Ethoxy-1-methyl-1H-pyrazolo[3,4-d]pyrimidin